C1(=CC=CC=C1)C1=C2C=CC=CC2=C(C2=CC=CC=C12)C1=CC=2C(=NN(N2)C2=CC(=CC=C2)C2=CC=NC=C2)C=C1 5-(10-phenyl-anthracene-9-yl)-2-{3-(pyridin-4-yl)phenyl}-2H-benzotriazole